17-(((5s,8s)-4-(benzyloxy)-3-mesityl-2-oxo-1-oxaspiro[4.5]dec-3-en-8-yl)oxy)-3,6,9,12,15-pentaoxaheptadecanoic acid C(C1=CC=CC=C1)OC1=C(C(OC12CCC(CC2)OCCOCCOCCOCCOCCOCC(=O)O)=O)C2=C(C=C(C=C2C)C)C